(S)-2-((2-((S)-4-(Difluoromethyl)-2-oxooxazolidin-3-yl)-3-(trifluoromethyl)-5,6-dihydrobenzo[f]imidazo[1,2-d][1,4]oxazepin-9-yl)amino)propionamide FC([C@H]1N(C(OC1)=O)C=1N=C2N(CCOC3=C2C=CC(=C3)N[C@H](C(=O)N)C)C1C(F)(F)F)F